FC1=CC=C(NC2=NN3C(CN(CC3)C(=O)OC(C)(C)C)=C2)C=C1 tert-butyl 2-(4-fluoroanilino)-6,7-dihydropyrazolo[1,5-a]pyrazine-5(4H)-carboxylate